C1(CCC\C=C/CCCCCCCCCC1)=O (Z)-cyclohexadec-5-en-1-one